lithium amylamide C(CCCC)[NH-].[Li+]